tert-butyl (2-((tert-butyldimethylsilyl)oxy)ethyl)((6-fluoro-1H-indol-4-yl)methyl)carbamate [Si](C)(C)(C(C)(C)C)OCCN(C(OC(C)(C)C)=O)CC1=C2C=CNC2=CC(=C1)F